2-(2-(1-(Cyclopropylsulfonyl)-1H-pyrazol-4-yl)pyrimidin-4-yl)-N4-((1s,4s)-4-(((2,2-difluoroethyl)(methyl)amino)methyl)cyclohexyl)-5-(1-methyl-1H-pyrazol-3-yl)pyridine-2,4-diamine C1(CC1)S(=O)(=O)N1N=CC(=C1)C1=NC=CC(=N1)C1(NC=C(C(=C1)NC1CCC(CC1)CN(C)CC(F)F)C1=NN(C=C1)C)N